[K+].C(C)[N+](C)(CC)CC ethyl-diethyl-methyl-ammonium potassium